C(C)(=O)O.[RuH2].C1(=CC=CC=C1)P(C1=CC=CC=C1)C1=CC=CC=C1 (triphenylphosphine) ruthenium (II) hydride acetate